N-((S)-(5-((S)-cyclopropyl((R)-2-oxo-4-(trifluoromethyl)imidazolidin-1-yl)methyl)-4-fluorobenzo[d]oxazol-2-yl)(4,4-difluorocyclohexyl)methyl)-3-methylisoxazole-4-carboxamide C1(CC1)[C@@H](C=1C=CC2=C(N=C(O2)[C@@H](NC(=O)C=2C(=NOC2)C)C2CCC(CC2)(F)F)C1F)N1C(N[C@H](C1)C(F)(F)F)=O